2-bromo-1,1-diethoxycyclobutane BrC1C(CC1)(OCC)OCC